[2H]C(C=1C(=CNC1)S(=O)(=O)NC1=NC(=C(C(=N1)OC)OCC(F)F)OC)(C1=CC(=CC=C1)F)[2H] 4-[dideuterio-(3-fluorophenyl)methyl]-N-[5-(2,2-difluoroethoxy)-4,6-dimethoxy-pyrimidin-2-yl]-1H-pyrrole-3-sulfonamide